FC([C@@H]1[C@H](C1)C=1C=2N(N=C(C1)C=1C=NC=NC1)C(=NC2)C)F 5-(4-((1S,2S)-2-(difluoromethyl)cyclopropyl)-7-methylimidazo[1,5-b]pyridazin-2-yl)pyrimidine